N,N'-bis(2,4,6-trimethylphenyl)-5-(1-naphthyl)acenaphthylene-1,2-diimine CC1=C(C(=CC(=C1)C)C)N=C1C(C2=CC=C(C3=CC=CC1=C23)C2=CC=CC3=CC=CC=C23)=NC2=C(C=C(C=C2C)C)C